FC(C1=CC=C(C=C1)CC(=O)N1CCC2(CC1)C1=C(NC(O2)=O)C=CC=C1)(F)F 1'-(2-(4-(trifluoromethyl)phenyl)acetyl)spiro[benzo[d][1,3]oxazine-4,4'-piperidine]-2(1H)-one